C(C)(C)(C)OC(=O)N1C[C@H]([C@@H](CC1)N1N=CC(=C1)NC(=O)C1=NNC=2C[C@](CCC12)(C)COC)F (3R,4R)-3-Fluoro-4-(4-((R)-6-(methoxymethyl)-6-methyl-4,5,6,7-tetrahydro-1H-indazole-3-carboxamido)-1H-pyrazol-1-yl)piperidine-1-carboxylic acid tert-butyl ester